ClC1=NC(=C(C=C1C(N1C[C@H](N(C[C@@H]1C)C(=O)OC(C)(C)C)C)=N)Cl)C1=C(C=CC=C1)C(C)C tert-butyl (2R,5S)-4-((2,5-dichloro-6-(2-isopropylphenyl)pyridin-3-yl)(imino)methyl)-2,5-dimethylpiperazine-1-carboxylate